5-{[(2-Chloro-5-{1-[2-chloro-4-(1,1,1,2,3,3,3-heptafluoropropan-2-yl)-6-(trifluoromethoxy)phenyl]-1H-pyrazol-4-yl}benzoyl)(1-cyanocyclopropyl)amino]methoxy}-5-oxopentanoic acid ClC1=C(C(=O)N(C2(CC2)C#N)COC(CCCC(=O)O)=O)C=C(C=C1)C=1C=NN(C1)C1=C(C=C(C=C1OC(F)(F)F)C(C(F)(F)F)(C(F)(F)F)F)Cl